(4-(4,4,5,5-tetramethyl-1,3,2-dioxaborolan-2-yl)-5-((triisopropylsilyl)ethynyl)naphthalen-2-yl)tert-butyl carbamate C(N)(OC(CC1=CC2=CC=CC(=C2C(=C1)B1OC(C(O1)(C)C)(C)C)C#C[Si](C(C)C)(C(C)C)C(C)C)(C)C)=O